Acrylic acid 2-isocyanoethyl ester [N+](#[C-])CCOC(C=C)=O